cyanoaniline tert-Butyl-4-(6-chloro-2-oxo-3-(4-phenylbutyl)-2,3-dihydro-1H-benzo[d]imidazol-1-yl)piperidine-1-carboxylate C(C)(C)(C)OC(=O)N1CCC(CC1)N1C(N(C2=C1C=C(C=C2)Cl)CCCCC2=CC=CC=C2)=O.C(#N)NC2=CC=CC=C2